Cl[C@H](C(=O)N(CC(=O)N)NC(=O)[C@H]1N(CCC1)S(=O)(=O)C1=CC=C(C=C1)C1=CC=C(C=C1)OC)F 2-[((2R)-2-Chloro-2-fluoroacetyl)-[[(2S)-1-[4-(4-methoxyphenyl)phenyl]sulfonylpyrrolidin-2-carbonyl]amino]amino]acetamid